N-(4-(ethanesulfonyl)benzyl)-4-(1-hydroxy-2-((4-(trifluoromethyl)phenyl)-amino)ethyl)benzamide C(C)S(=O)(=O)C1=CC=C(CNC(C2=CC=C(C=C2)C(CNC2=CC=C(C=C2)C(F)(F)F)O)=O)C=C1